cyclopropylmethyl 3-{[(2E)-3-[(5-chloropyridin-2-yl)sulfonyl]prop-2-en-1-yl]carbamoyl}-2-oxo-1,2,5,6,7,8-hexahydro-1,6-naphthyridine-6-carboxylate ClC=1C=CC(=NC1)S(=O)(=O)/C=C/CNC(=O)C=1C(NC=2CCN(CC2C1)C(=O)OCC1CC1)=O